4-(glycinyloxy)butanoic acid NCC(=O)OCCCC(=O)O